5-((7-(4-(4-amino-3-(4-phenoxyphenyl)-1H-pyrazolo[3,4-d]pyrimidin-1-yl)piperidin-1-yl)-7-oxoheptyl)thio)-2-(2,6-dioxopiperidin-3-yl)-6-fluoroisoindoline-1,3-dione NC1=C2C(=NC=N1)N(N=C2C2=CC=C(C=C2)OC2=CC=CC=C2)C2CCN(CC2)C(CCCCCCSC=2C=C1C(N(C(C1=CC2F)=O)C2C(NC(CC2)=O)=O)=O)=O